C(C)(C)(C)NC=1N(C2=C(C3=C(N1)C=CC=C3)N=C3N2C=C(C=C3)Cl)C(C)(C)C N,7-di-tert-butyl-10-chloro-7H-benzo[d]pyrido[1',2':1,2]imidazo[4,5-f][1,3]diazepin-6-amine